4-((8-((2-(2,6-dioxopiperidin-3-yl)-1-oxoisoindolin-4-yl)thio)octyl)amino)quinoline-3-carbonitrile O=C1NC(CCC1N1C(C2=CC=CC(=C2C1)SCCCCCCCCNC1=C(C=NC2=CC=CC=C12)C#N)=O)=O